Ethyl (E)-3-((3,3-dibutyl-7-(methylthio)-1,1-dioxido-5-(4-(trifluoromethyl)phenyl)-2,3,4,5-tetrahydro-1,5-benzothiazepin-8-yl)oxy)acrylate C(CCC)C1(CS(C2=C(N(C1)C1=CC=C(C=C1)C(F)(F)F)C=C(C(=C2)O/C=C/C(=O)OCC)SC)(=O)=O)CCCC